C(C)(C)(C)[Si](C)(C)OCC[C@H](C)OC1=CC(=NC=C1C1=CN(C=C1OCC(F)(F)F)C)Cl tert-butyl-[(3S)-3-[[2-chloro-5-[1-methyl-4-(2,2,2-trifluoroethoxy)pyrrol-3-yl]-4-pyridyl]oxy]butoxy]-dimethyl-silane